5-(2-(4-((3-(cyanomethyl)-5-(trifluoromethoxy)benzyl)amino)butoxy)ethoxy)benzo[c][2,6]naphthyridine-8-carboxylic acid C(#N)CC=1C=C(CNCCCCOCCOC2=NC3=C(C4=CN=CC=C24)C=CC(=C3)C(=O)O)C=C(C1)OC(F)(F)F